5-{[4-(2-hydroxyethyl)piperazin-1-yl]carbonyl}-N,N,2-trimethyl-6-oxo-[3-(trifluoromethyl)phenyl]-1,6-dihydropyridine-3-carboxamide OCCN1CCN(CC1)C(=O)C1=CC(=C(N(C1=O)C1=CC(=CC=C1)C(F)(F)F)C)C(=O)N(C)C